1,2,3-triaminobutane NCC(C(C)N)N